ClC=1C=C(C(=O)OC)C(=CN1)F methyl 2-chloro-5-fluoroisonicotinate